8,8-Difluoro-2-(methylsulfanyl)-5,8-dihydro-6H-pyrano[3,4-d]pyrimidin-4-ol FC1(OCCC2=C1N=C(N=C2O)SC)F